N1C(=CC=2C=NC=CC21)CNC([C@H](C)NC(=O)[C@@H]2N(C[C@H](C2)C2=CC=CC=C2)C(=O)OC(C)(C)C)=O tert-butyl (2R,4R)-2-(((S)-1-(((1H-pyrrolo[3,2-c]pyridin-2-yl) methyl) amino)-1-oxopropan-2-yl) carbamoyl)-4-phenylpyrrolidine-1-carboxylate